Methyl 1-methyl-4-(oxazole-4-carbonylamino)pyrazole-3-carboxylate CN1N=C(C(=C1)NC(=O)C=1N=COC1)C(=O)OC